N-((1R,2S)-2-Acetamidocyclopentyl)-4-oxo-5-(2-phenylpyridin-4-yl)-4,5-dihydro-3H-1-thia-3,5,8-triazaacenaphthylene-2-carboxamide C(C)(=O)N[C@@H]1[C@@H](CCC1)NC(=O)C=1SC=2N=CC=C3N(C(NC1C23)=O)C2=CC(=NC=C2)C2=CC=CC=C2